8-(4,4-dimethylcyclohex-1-en-1-yl)-N-(1-hydroxyprop-2-yl)quinoline-3-carboxamide CC1(CC=C(CC1)C=1C=CC=C2C=C(C=NC12)C(=O)NC(CO)C)C